N-(1-methylpyrazol-4-yl)-6-(4,4,5,5-tetramethyl-1,3,2-dioxaborolan-2-yl)quinazolin-2-amine CN1N=CC(=C1)NC1=NC2=CC=C(C=C2C=N1)B1OC(C(O1)(C)C)(C)C